FC=1C(=NC(=C(C1)OCCF)OC)N 3-fluoro-5-(2-fluoroethoxy)-6-methoxy-pyridin-2-amine